9,9',9''-(6-(3,6-diphenyl-9H-carbazol-9-yl)-4-(9-phenyl-9H-carbazol-4-yl)pyridine-2,3,5-triyl)tris(9H-carbazole-3,6-dicarbonitrile) C1(=CC=CC=C1)C=1C=CC=2N(C3=CC=C(C=C3C2C1)C1=CC=CC=C1)C1=C(C(=C(C(=N1)N1C2=CC=C(C=C2C=2C=C(C=CC12)C#N)C#N)N1C2=CC=C(C=C2C=2C=C(C=CC12)C#N)C#N)C1=CC=CC=2N(C3=CC=CC=C3C12)C1=CC=CC=C1)N1C2=CC=C(C=C2C=2C=C(C=CC12)C#N)C#N